NC1=NN(C=C1C=1C2=C(N=CN1)NC=C2)C(CC#N)C2CCCC2 3-{3-amino-4-{7H-pyrrolo[2,3-d]Pyrimidin-4-yl}-1H-pyrazol-1-yl}-3-cyclopentyl-propionitrile